ClC1=CC=CC=2N=C(NC21)Cl dichloro-benzimidazole